C(C)C=C[SiH]1O[SiH](O[SiH](O1)C=CCC)C=CCC tri(ethyl-vinyl)cyclotrisiloxane